F[C@H]1[C@H]2[C@@H]([C@H]([C@@H](C1)O2)C(=O)NC2=CC(=CC=C2)C(F)(F)F)C2=CC(=NC=C2)C (1R,2R,3S,4R,5R)-5-fluoro-3-(2-methylpyridin-4-yl)-N-(3-(trifluoromethyl)benzeneYl)-7-oxabicyclo[2.2.1]Heptane-2-carboxamide